OC1(CC1)C1CCC(CC1)C1=CC=2C(=C(N=C(C2)N2C=NC=C2)C(=O)N)S1 ((1r,4r)-4-(1-hydroxycyclopropyl)cyclohexyl)-5-(1H-imidazol-1-yl)thieno[2,3-c]pyridine-7-carboxamide